N-[[(2S)-1,4-dioxan-2-yl]methyl]-2,6-dimethoxy-4-[5-(1-methylpyrazol-4-yl)benzimidazol-1-yl]benzamide O1[C@H](COCC1)CNC(C1=C(C=C(C=C1OC)N1C=NC2=C1C=CC(=C2)C=2C=NN(C2)C)OC)=O